COC1=CC=C(C=C1)C(OC[C@]1(O[C@H](CN(C1)C(C)C)N1C(NC(C=C1)=O)=O)CO)(C1=CC=CC=C1)C1=CC=C(C=C1)OC 1-[(2R,6R)-6-[[bis(4-methoxyphenyl)-phenyl-methoxy]methyl]-6-(hydroxymethyl)-4-isopropyl-morpholin-2-yl]pyrimidine-2,4-dione